OC(C(=O)N[C@H](CO)[C@H](O)C(CCCCCCCCCCCCCCCC)O)CCCCCCCCCCCCCCCCCCCC N-(2-hydroxydocosanoyl)-4R-hydroxyeicosasphinganine